Isobutyl isobutyrate (2-Methylpropyl-2-Methyl propanoate) CC(CC(C(=O)O)(C)C)C.C(C(C)C)(=O)OCC(C)C